CC[C@H](C)[C@@H](C(=O)N[C@@H](CCC(=O)O)C(=O)N[C@@H](CC1=CNC2=CC=CC=C21)C(=O)N[C@@H](CC(C)C)C(=O)N[C@@H](CCCCN)C(=O)N[C@@H](CC(=O)N)C(=O)NCC(=O)NCC(=O)N3CCC[C@H]3C(=O)N[C@@H](CO)C(=O)N[C@@H](CO)C(=O)NCC(=O)N[C@@H](C)C(=O)N4CCC[C@H]4C(=O)N5CCC[C@H]5C(=O)N[C@@H](CO)C(=O)N[C@@H](CCCCN)C(=O)N[C@@H](CCCCN)C(=O)N[C@@H](CCCCN)C(=O)N[C@@H](CCCCN)C(=O)N[C@@H](CCCCN)C(=O)N[C@@H](CCCCN)C(=O)N)NC(=O)[C@H](CC6=CC=CC=C6)NC(=O)[C@H](CC(C)C)NC(=O)[C@H](CCCNC(=N)N)NC(=O)[C@H](C(C)C)NC(=O)[C@H](C)NC(=O)[C@H](CCC(=O)O)NC(=O)[C@H](CCC(=O)O)NC(=O)[C@H](CCC(=O)O)NC(=O)[C@H](CCSC)NC(=O)[C@H](CCC(=O)N)NC(=O)[C@H](CCCCN)NC(=O)[C@H](CO)NC(=O)[C@H](CC(C)C)NC(=O)[C@H](CC(=O)O)NC(=O)[C@H](CO)NC(=O)[C@H]([C@@H](C)O)NC(=O)[C@H](CC7=CC=CC=C7)NC(=O)[C@H]([C@@H](C)O)NC(=O)CNC(=O)[C@H](CCC(=O)O)NC(=O)CNC(=O)[C@H](CC8=CNC=N8)N The molecule is a forty-four membered polypeptide consisting of L-His, Gly, L-Glu, Gly, L-Thr, L-Phe, L-Thr, L-Ser, L-Asp, L-Leu, L-Ser, L-Lys, L-Gln, L-Met, L-Glu, L-Glu, L-Glu, L-Ala, L-Val, L-Arg, L-Leu, L-Phe, L-Ile, L-Glu, L-Trp, L-Leu, L-Lys, L-Asn, Gly, Gly, LPro, L-Ser, L-Ser, Gly, L-Ala, L-Pro, L-Pro, L-Ser, L-Lys, L-Lys, L-Lys, L-Lys, L-Lys, and L-Lys-NH2 residues joined in sequence. Used as an adjunct to diet and exercise for the treatment of adults with type II diabetes. It has a role as a glucagon-like peptide-1 receptor agonist, a hypoglycemic agent and a neuroprotective agent. It is a polypeptide and a peptidyl amide.